N,6-dimethyl-5-(4-((3-methyl-2-oxo-1,2,3,4-tetrahydroquinazolin-7-yl)methyl)piperazin-1-yl)picolinamide CNC(C1=NC(=C(C=C1)N1CCN(CC1)CC1=CC=C2CN(C(NC2=C1)=O)C)C)=O